2-(2,6-dioxopiperidin-3-yl)-4-fluoro-5-((4-(6-(6-((R)-2-(3-fluorophenyl)pyrrolidin-1-yl)imidazo[1,2-b]pyridazin-3-yl)pyridin-2-yl)piperazin-1-yl)methyl)isoindoline-1,3-dione O=C1NC(CCC1N1C(C2=CC=C(C(=C2C1=O)F)CN1CCN(CC1)C1=NC(=CC=C1)C1=CN=C2N1N=C(C=C2)N2[C@H](CCC2)C2=CC(=CC=C2)F)=O)=O